The molecule is an angucycline antibiotic that is 3,4-dihydrotetraphene-1,7,12(2H)-trione substituted by hydroxy groups at positions 3 and 8 and a methyl group at position 3 (the 3R stereoisomer) ring system. It is an antibiotic isolated from Streptomyces sp. It is a member of phenols, a tertiary alcohol, a cyclic ketone and an angucycline antibiotic. C[C@]1(CC2=C(C(=O)C1)C3=C(C=C2)C(=O)C4=C(C3=O)C=CC=C4O)O